(R)-3-(5-(6-(2-chloropyrimidin-4-yl-6-d)pyridin-2-yl)isoxazol-3-yl)-3-hydroxy-1-methylpyrrolidin-2-one ClC1=NC(=CC(=N1)C1=CC=CC(=N1)C1=CC(=NO1)[C@]1(C(N(CC1)C)=O)O)[2H]